C1(CC1)C1=CC(=NO1)C1(CCN(CC1)C(=O)NC1=C(C=CC=C1C1CCN(CC1)C(C)C)F)C 4-(5-cyclopropyl-1,2-oxazol-3-yl)-N-{2-fluoro-6-[1-(Propan-2-yl)piperidin-4-yl]phenyl}-4-methylpiperidin-1-carboxamide